7-methoxy-4-(5-methyl-1H-indazol-4-yl)-2-((5R)-5-methyl-2-(2-propenoyl)-2,6-diazaspiro[3.4]octan-6-yl)-3-quinolinecarbonitrile COC1=CC=C2C(=C(C(=NC2=C1)N1[C@@H](C2(CN(C2)C(C=C)=O)CC1)C)C#N)C1=C2C=NNC2=CC=C1C